ClC=1C=NN(C(C1Cl)=O)[C@H](C(=O)NC1=NC(=C(C=C1)C)S(NCCC1=CC=CC=C1)(=O)=O)C (2S)-2-(4,5-dichloro-6-oxo-pyridazin-1-yl)-N-[5-methyl-6-(2-phenylethylsulfamoyl)-2-pyridyl]propanamide